COC(CC[C@@H](C)[C@H]1CC[C@H]2[C@@H]3[C@H](C[C@@H]4CC=CC[C@]4(C)[C@H]3CC[C@]12C)OCOC)=O 7β-methoxymethoxy-5β-chol-2-enoic acid methyl ester